2-(4-methyl-1H-imidazol-1-yl)pyrimidine-5-carbaldehyde CC=1N=CN(C1)C1=NC=C(C=N1)C=O